2-(4-chlorophenoxy)-N-(3-{[5-(4-chlorophenyl)-1,3,4-oxadiazol-2-yl]amino}bicyclo[1.1.1]pent-1-yl)acetamide ClC1=CC=C(OCC(=O)NC23CC(C2)(C3)NC=3OC(=NN3)C3=CC=C(C=C3)Cl)C=C1